(S)-N-((R)-1-(3-fluoropyridin-2-yl)ethyl)-4-(5-(5-fluoro-2-methoxypyridin-4-yl)-1H-pyrazole-3-carbonyl)-4-azaspiro[2.5]octane-7-carboxamide FC=1C(=NC=CC1)[C@@H](C)NC(=O)[C@H]1CCN(C2(CC2)C1)C(=O)C1=NNC(=C1)C1=CC(=NC=C1F)OC